5-(4-(5-(4-ethylbenzyl)-2,4-dioxothiazolidin-3-yl)butanamido)-2-fluorobenzoic acid C(C)C1=CC=C(CC2C(N(C(S2)=O)CCCC(=O)NC=2C=CC(=C(C(=O)O)C2)F)=O)C=C1